2-methyl-6-(1-methylcyclobutoxy)-N-((R)-1-(3-nitro-5-(trifluoromethyl)phenyl)ethyl)-6,7-dihydrofuro[3,2-g]quinazolin-4-amine CC1=NC2=CC3=C(C=C2C(=N1)N[C@H](C)C1=CC(=CC(=C1)C(F)(F)F)[N+](=O)[O-])C(CO3)OC3(CCC3)C